N-(2-Methoxy-5-(3-(trifluoromethyl)phenoxy)phenyl)-2-methyl-5-oxopyrrolidine-2-carboxamide COC1=C(C=C(C=C1)OC1=CC(=CC=C1)C(F)(F)F)NC(=O)C1(NC(CC1)=O)C